C12C=CC(C=C1)CC2 (1s,4s)-bicyclo[2.2.2]octa-2,5-diene